(2S,11aR)-6-Ethoxy-7-fluoro-2-hydroxy-8-methyl-2,3,11,11a-tetrahydro-1H,5H-benzo[f]pyrrolo[2,1-c][1,4]oxazepin-5-one C(C)OC1=C(C(=CC2=C1C(N1[C@@H](CO2)C[C@@H](C1)O)=O)C)F